N-(4-(oxazol-5-yl)phenyl)chromane-3-carboxamide O1C=NC=C1C1=CC=C(C=C1)NC(=O)C1COC2=CC=CC=C2C1